BrCC(=O)C1=C(C(=CC=C1)Cl)F 2-bromo-1-(3-chloro-2-fluorophenyl)ethan-1-one